C(#C)C=1C=C(C=NC1)C1=NC=2N(C(=C1)C)N=CC2C(=O)O 5-(5-ethynylpyridin-3-yl)-7-methylpyrazolo[1,5-a]Pyrimidine-3-carboxylic acid